(R)-8-acryloyl-4-chloro-3-(2-fluorophenyl)N-isopropyl-N-methyl-6a,7,8,9,10,12-hexahydro-6H-pyrazino[2,1-c]pyrido[3,4-f][1,4]oxazepine-1-carboxamide C(C=C)(=O)N1C[C@@H]2COC3=C(CN2CC1)C(=NC(=C3Cl)C3=C(C=CC=C3)F)C(=O)N(C)C(C)C